tert-butyl-4-chloro-5-hydroxy-6,7-dihydro-5H-pyrrolo[2,3-d]pyrimidine-6-carboxylate C(C)(C)(C)OC(=O)C1C(C2=C(N=CN=C2Cl)N1)O